di(tetradecyl)4-pyrone C(CCCCCCCCCCCCC)C1=C(OC=CC1=O)CCCCCCCCCCCCCC